2-((2S,5R)-5-(2-chlorophenyl)-1-(3-methoxybenzoyl)pyrrolidin-2-yl)acetic acid ClC1=C(C=CC=C1)[C@H]1CC[C@H](N1C(C1=CC(=CC=C1)OC)=O)CC(=O)O